3-(2-(5-chlorothien-2-yl)ethyl)-5-((7-methyl-6-oxo-6H-purin-1(7H)-yl)methyl)-1,3,4-oxadiazol-2(3H)-one ClC1=CC=C(S1)CCN1C(OC(=N1)CN1C=NC=2N=CN(C2C1=O)C)=O